NC=1N=CC(=NC1OCC1=C(C(=CC=C1F)F)Cl)C=1C=C(C=CC1)NS(=O)(=O)CCN1C[C@@H](CC1)O 2-[(3R)-3-hydroxy-pyrrolidin-1-yl]-ethanesulfonic acid {3-[5-amino-6-(2-chloro-3,6-difluoro-benzyloxy)-pyrazin-2-yl]-phenyl}-amide